(S)-7-(benzyloxy)-1,2,3,4-tetrahydroisoquinoline-3-carboxylic acid C(C1=CC=CC=C1)OC1=CC=C2C[C@H](NCC2=C1)C(=O)O